(S)-4-(4-((2,4-dichlorophenyl)(p-tolyl)methyl)piperazine-1-carboxamido)cyclohexane-1-carboxylic acid ClC1=C(C=CC(=C1)Cl)[C@@H](N1CCN(CC1)C(=O)NC1CCC(CC1)C(=O)O)C1=CC=C(C=C1)C